CC(=C(C(=O)O)C)C.C(O)C(CC)(CO)CO trimethylolpropane tri(methyl)acrylate